N-(3-(6-(benzylthio)-4-methoxypyridin-2-yl)-1-methyl-1H-pyrrolo[2,3-c]pyridin-5-yl)acetamide C(C1=CC=CC=C1)SC1=CC(=CC(=N1)C1=CN(C2=CN=C(C=C21)NC(C)=O)C)OC